C(C(Cl)(Cl)Cl)[N+](=O)[O-] trichloronitroethane